5,7-dihydroxy-2-ethylchromone OC1=C2C(C=C(OC2=CC(=C1)O)CC)=O